Cl.N1C[C@@H](CCCC1)NC(=O)C1=CN(CCS1)C=1C2=C(N=CN1)NC=C2C (R)-N-(azepan-3-yl)-4-(5-methyl-7H-pyrrolo[2,3-d]pyrimidin-4-yl)-3,4-dihydro-2H-1,4-thiazine-6-carboxamide hydrochloride